NCC1(CN(C1)C1=NC(=NC2=CC=C(C=C12)C(F)F)N1CCS(C2=C(C1)C=CC=C2)(=O)=O)CO 4-(4-(3-(Aminomethyl)-3-(hydroxymethyl)azetidin-1-yl)-6-(difluoromethyl)quinazolin-2-yl)-2,3,4,5-tetrahydrobenzo[f][1,4]thiazepine 1,1-dioxide